[Cl-].[Cl-].[CH-]1C=CC=C1.[CH-]1C=CC=C1.[Mo+2] molybdocene dichloride